2-methoxy-5-(7-oxo-5-((2,4,6-trifluorobenzyl)thio)thiazolo[4,5-d]pyrimidin-6(7H)-yl)nicotinonitrile COC1=C(C#N)C=C(C=N1)N1C(=NC2=C(C1=O)SC=N2)SCC2=C(C=C(C=C2F)F)F